O1C(CCC2=CC=CC=C12)=O chroman-2-one